tert-butyl (1R,5S,6r)-6-[hydroxy (4-methyl-1,3-thiazol-2-yl) methyl]-3-azabicyclo[3.1.0]hexane-3-carboxylate OC(C1[C@H]2CN(C[C@@H]12)C(=O)OC(C)(C)C)C=1SC=C(N1)C